FC1C(C1)C(=O)NC=1SC2=C(N1)C=CC(=C2)C2=C(C=CC=C2)C(F)(F)F 2-fluoro-N-(6-(2-(trifluoromethyl)phenyl)benzo[d]thiazol-2-yl)cyclopropane-1-carboxamide